ClC=1N(C(C2=CC(=CC(=C2C1)C(CF)O)C)=O)C 3-chloro-5-(2-fluoro-1-hydroxyethyl)-2,7-dimethylisoquinolin-1-one